3-((2-(6-ethoxypyridin-3-yl)-8-methoxy-2,3-dihydrobenzo[b][1,4]dioxin-6-yl)methyl)-3H-imidazo[4,5-b]pyridine C(C)OC1=CC=C(C=N1)C1COC2=C(O1)C(=CC(=C2)CN2C=NC=1C2=NC=CC1)OC